6-azauracil N1C(=O)NC(=O)C=N1